2-fluoro-3-[2-(dimethylamino)ethyl]-1H-indol-4-yl dodecanoate C(CCCCCCCCCCC)(=O)OC1=C2C(=C(NC2=CC=C1)F)CCN(C)C